O1C(=C(C=C1)C(=O)N=[N+]=[N-])C(=O)N=[N+]=[N-] furandiformyl azide